ClC1=CC=C(C=C1)C=1C=C(C(N(N1)C1=CC(=CC=C1)F)=O)C(=O)NC(CO)CCO (-)-6-(4-chlorophenyl)-N-(1,4-dihydroxybutan-2-yl)-2-(3-fluorophenyl)-3-oxo-2,3-dihydropyridazine-4-carboxamide